CC=1C(=NC(=NC1)NC1=CC(=NS1)C)N1CC(C1)(N1CCCCC1)CC(=O)OC methyl 2-(1-(5-methyl-2-((3-methylisothiazol-5-yl)amino)pyrimidin-4-yl)-3-(piperidin-1-yl)azetidin-3-yl)acetate